BrC=1C(=NC(=NC1)NC1=C(C=C(C(=C1)C=1C=NN(C1)C)N1CCC2(CC1)CCNCC2)OC)NC=2C(=C1N=CC=NC1=CC2)N(S(=O)(=O)C)C N-(6-((5-bromo-2-((2-methoxy-5-(1-methyl-1H-pyrazol-4-yl)-4-(3,9-diazaspiro[5.5]undec-3-yl)phenyl)amino)pyrimidin-4-yl)amino)quinoxalin-5-yl)-N-methylmethanesulfonamide